C(C)C=1C=C2C=CC=NC2=C(C1)C(=O)NC1CN(C1)C(=O)C1CCOCC1 6-ethyl-N-(1-(tetrahydro-2H-pyran-4-carbonyl)azetidin-3-yl)quinoline-8-carboxamide